FC(C=1C=CC=2N(N1)C(=CN2)C2=CC(=NC(=C2)N2CC(C2)O)N2CC(CCC2)CNS(=O)(=O)C)F N-((1-(4-(6-(Difluoromethyl)imidazo[1,2-b]pyridazin-3-yl)-6-(3-hydroxyazetidin-1-yl)pyridin-2-yl)piperidin-3-yl)methyl)methanesulfonamide